(S)-5-(4-((2-ethyl-3-oxo-3,4,5,6,7,8-hexahydroquinoxalin-6-yl)methyl)piperazin-1-yl)-6-fluoro-N-methylpicolinamide C(C)C1=NC=2CC[C@@H](CC2NC1=O)CN1CCN(CC1)C=1C=CC(=NC1F)C(=O)NC